6-(benzylthio)-1-(5-fluoro-2-methoxy-4-(1-(trifluoromethyl)cyclopropyl)phenyl)quinolin-2(1H)-one C(C1=CC=CC=C1)SC=1C=C2C=CC(N(C2=CC1)C1=C(C=C(C(=C1)F)C1(CC1)C(F)(F)F)OC)=O